2,6-dimethyl-4-dimethylamino-pyridine CC1=NC(=CC(=C1)N(C)C)C